Cl.NC1=C2C(N(C(C2=CC=C1)=O)C1CNC1)=O 4-amino-2-(azetidin-3-yl)isoindoline-1,3-dione hydrochloride salt